FN1C(C(=NC2=CC=CC=C12)F)=O 1,3-difluoro-2-quinoxalinone